COC(C(CC(=O)C1=CC2=C(S1)C=C(C(=C2F)OC)OC)CC)=O 2-ethyl-4-(4-fluoro-5,6-dimethoxybenzo[b]Thiophen-2-yl)-4-oxobutanoic acid methyl ester